8-fluoro-7-(hydroxymethyl)-3-methylquinoxalin-2(1H)-one FC=1C(=CC=C2N=C(C(NC12)=O)C)CO